FC1CC(C1)(C1=NN=CN1C)C=1C=C(C=CC1)N1CC2=C(C=C(C=C2C1=O)CN(C(OC(C)(C)C)=O)C1(CCC1)C)C(F)(F)F tert-butyl ((2-(3-((1r,3r)-3-fluoro-1-(4-methyl-4H-1,2,4-triazol-3-yl)cyclobutyl)phenyl)-3-oxo-7-(trifluoromethyl)isoindolin-5-yl)methyl)(1-methyl-cyclobutyl)carbamate